(2R,3R,4R,5S,6R)-2-(((3,3-dimethylbutanoyl)oxy)methyl)-6-isobutyltetrahydro-2H-pyran-3,4,5-triyl tris(3,3-dimethylbutanoate) CC(CC(=O)O[C@@H]1[C@H](O[C@@H]([C@@H]([C@H]1OC(CC(C)(C)C)=O)OC(CC(C)(C)C)=O)CC(C)C)COC(CC(C)(C)C)=O)(C)C